6-chloro-N-[5-(3,3-difluoropropyl)-4,6-dimethoxy-pyrimidin-2-yl]-1H-indole-3-sulfonic acid amide ClC1=CC=C2C(=CNC2=C1)S(=O)(=O)NC1=NC(=C(C(=N1)OC)CCC(F)F)OC